(2S,4R)-1-(2-(3-acetyl-5-(2-methylpyrazolo[1,5-a]pyrimidin-6-yl)-1H-indol-1-yl)acetyl)-N-(2'-chloro-2-fluorobiphenyl-3-yl)-4-fluoropyrrolidine-2-carboxamide C(C)(=O)C1=CN(C2=CC=C(C=C12)C=1C=NC=2N(C1)N=C(C2)C)CC(=O)N2[C@@H](C[C@H](C2)F)C(=O)NC=2C(=C(C=CC2)C2=C(C=CC=C2)Cl)F